C1(CC1)NC(C(=O)[C@H](CCC(C)(F)F)NC(=O)C=1C(=NC=C(C1)F)NC(C1=CC(=CC=C1)C(F)(F)F)=O)=O N-[(1S)-1-[2-(cyclopropylamino)-2-oxo-acetyl]-4,4-difluoro-pentyl]-5-fluoro-2-[[3-(trifluoromethyl)benzoyl]amino]pyridine-3-carboxamide